(S)- and (R)-2-((4-cyano-2-(trifluorometh-yl)phenethyl)-amino)-N-(5-(1-methyl-1H-pyrazol-4-yl)-pyridin-2-yl)-2-phenylacetamide C(#N)C1=CC(=C(CCN[C@H](C(=O)NC2=NC=C(C=C2)C=2C=NN(C2)C)C2=CC=CC=C2)C=C1)C(F)(F)F |r|